diethyl (4-((7-methoxy-1,8-naphthyridin-4-yl)methyl)benzyl)phosphonate COC1=CC=C2C(=CC=NC2=N1)CC1=CC=C(CP(OCC)(OCC)=O)C=C1